CC1(CC1)C(=O)N[C@@H]1[C@H](N(C(C1)=O)C=1C=C2C=NN(C2=CC1)C1=CN(C(C=C1)=O)C)C1=CC=CC=C1 1-Methyl-N-[(2R,3S)-1-[1-(1-methyl-6-oxo-3-pyridyl)indazol-5-yl]-5-oxo-2-phenyl-pyrrolidin-3-yl]cyclopropanecarboxamid